5-(2-Fluorophenyl)-3-bromomethyl-1-(pyridine-3-ylsulfonyl)-1H-pyrrole FC1=C(C=CC=C1)C1=CC(=CN1S(=O)(=O)C=1C=NC=CC1)CBr